3-methyltetrahydrofuran-2-carbonitrile CC1C(OCC1)C#N